2-hexyl pentenoate C(C=CCC)(=O)OC(C)CCCC